FC(S(=O)(=O)OC1=CC=C(C=C1)C1=C(C2=CC(=CC=C2CC1)OS(=O)(=O)C(F)(F)F)C1=CC=C(C=C1)N1CCN(CC1)C(C)C)(F)F 4-(1-(4-(4-Isopropylpiperazin-1-yl)phenyl)-7-(((trifluoromethyl)sulfonyl)oxy)-3,4-dihydronaphthalen-2-yl)phenyl trifluoromethanesulfonate